BrC=1C=C2CC3(OCC2=C(C1)[C@H]1N(CCC1)C(=O)OC(C)(C)C)CC3 tert-butyl (S)-2-(6'-bromospiro[cyclopropane-1,3'-isochroman]-8'-yl)pyrrolidine-1-carboxylate